1-(5-fluoro-7-(4-(trifluoromethyl)phenoxy)-3,4-dihydroisoquinolin-2(1H)-yl)prop-2-en-1-one FC1=C2CCN(CC2=CC(=C1)OC1=CC=C(C=C1)C(F)(F)F)C(C=C)=O